N-(1-(3-(2-(3,3-difluoroazetidin-1-yl)-2-oxoethoxy)-5-fluorophenyl)-2-hydroxyethyl)-6-fluoro-5-(1H-pyrazol-4-yl)indoline-1-carboxamide FC1(CN(C1)C(COC=1C=C(C=C(C1)F)C(CO)NC(=O)N1CCC2=CC(=C(C=C12)F)C=1C=NNC1)=O)F